BrC1=C(C(=CC(=C1C1OCCO1)Br)NCC(F)F)C=O 2,4-dibromo-6-[(2,2-difluoroethyl)amino]-3-(1,3-dioxolan-2-yl)benzene-1-carbaldehyde